2-aminoethyl 4-(5-(3-((2-(4-(tert-butoxy)-4-oxobutanoyl)-4-fluoro-6-methoxyisoindolin-5-yl)oxy)propoxy)-4-fluoro-6-methoxybenzo[b]thiophen-2-yl)-4-oxobutanoate C(C)(C)(C)OC(CCC(=O)N1CC2=CC(=C(C(=C2C1)F)OCCCOC1=C(C2=C(SC(=C2)C(CCC(=O)OCCN)=O)C=C1OC)F)OC)=O